Methyl 3-chloro-5-[[2,4-difluoro-5-[4-(hydroxymethyl)-6-(trifluoromethyl)-3-pyridyl]phenyl]sulfamoyl]-4-methoxy-benzoate ClC=1C=C(C(=O)OC)C=C(C1OC)S(NC1=C(C=C(C(=C1)C=1C=NC(=CC1CO)C(F)(F)F)F)F)(=O)=O